4-(8-Benzenesulfonyl-4-cyano-3-hydroxy-quinolin-2-yl)-4-oxo-butyric acid ethyl ester C(C)OC(CCC(=O)C1=NC2=C(C=CC=C2C(=C1O)C#N)S(=O)(=O)C1=CC=CC=C1)=O